1-Octyl-2-butylpyrrolidinium methansulfonat CS(=O)(=O)[O-].C(CCCCCCC)[NH+]1C(CCC1)CCCC